(R)-1-(2-chloropyridin-4-yl)-N-ethylethan-1-amine ClC1=NC=CC(=C1)[C@@H](C)NCC